P(=O)(OC[C@@]1(\C(\C1)=C/N1C=2N=C(NC(C2N=C1)=O)N)COC(C(C)C)=O)([O-])[O-].[Li+].[Li+] lithium (S,Z)-(2-((2-amino-6-oxo-1,6-dihydro-9H-purin-9-yl)methylene)-1-((isobutyryloxy)methyl)cyclopropyl)methyl phosphate